C(C1=CC=CC=C1)(=O)OC1=CC(=C(C=C1)F)C=O 4-fluoro-3-formylphenyl benzoate